6-{5-chloro-2-[(oxazin-4-yl)amino]pyrimidin-4-yl}-2,3-dihydro-1H-isoindol-1-one ClC=1C(=NC(=NC1)NC1=CNOC=C1)C1=CC=C2CNC(C2=C1)=O